1-(4-(2-bromoethoxy)phenyl)-5-(2-chlorophenyl)-1,4-pentadien-3-one BrCCOC1=CC=C(C=C1)C=CC(C=CC1=C(C=CC=C1)Cl)=O